NC(C(C(CC1C(NCC1)=O)NC(C(CC(C)C)NC(OC(C(C)(C)C1=CC(=CC=C1)Cl)C1=CC=CC=C1)=O)=O)=O)=O 2-(3-chlorophenyl)-2-methyl-1-phenylpropyl (1-((4-amino-3,4-dioxo-1-(2-oxopyrrolidin-3-yl)butan-2-yl)amino)-4-methyl-1-oxopentan-2-yl)carbamate